bromobenzo[d]oxazole-5-carboxylate BrC=1OC2=C(N1)C=C(C=C2)C(=O)[O-]